5-thiazolbutanol S1C=NC=C1CCCCO